(R)-6-isopropoxy-N-(6-methylpyrazolo[1,5-a]pyrimidin-3-yl)-2-((tetrahydrofuran-3-yl)methyl)-2H-pyrazolo[3,4-b]pyridine-5-carboxamide C(C)(C)OC=1C(=CC=2C(N1)=NN(C2)C[C@@H]2COCC2)C(=O)NC=2C=NN1C2N=CC(=C1)C